COC1=CC=C(C=C1)C1=C(OC=C1)C1=C2CCCCCN(CC(=C1)C2=O)S(=O)(=O)C2=CC=C(C)C=C2 10-(3-(4-methoxyphenyl)furan-2-yl)-3-tosyl-12-oxo-3-azabicyclo[7.2.1]dodecane-1(11),9-diene